N(C)O aza-1-ethanol